2,4-dichloro-6-fluoroquinoline ClC1=NC2=CC=C(C=C2C(=C1)Cl)F